tert-butyl 5,8-dioxo-6,7-bis(phenylthio)-2,3-dihydro-1H-pyrazolo[1,2-a]pyridazine-2-carboxylate O=C1N2N(C(C(=C1SC1=CC=CC=C1)SC1=CC=CC=C1)=O)CC(C2)C(=O)OC(C)(C)C